methylsulfonyl-[3-[rac-(1R)-3-[4-(2-pyridyl)-1-piperidyl]-1-[[rac-(6S)-6-tert-butyl-5,6,7,8-tetrahydrothieno[2,3-b]quinoline-2-carbonyl]amino]propyl]phenyl]azanide CS(=O)(=O)[N-]C1=CC(=CC=C1)[C@@H](CCN1CCC(CC1)C1=NC=CC=C1)NC(=O)C1=CC=2C(=NC=3CC[C@@H](CC3C2)C(C)(C)C)S1 |r|